Methyl 1-(5-isobutyl-4-(4-(trifluoromethyl) phenyl) thiazol-2-yl)-3-methyl-1H-pyrazole-5-carboxylate C(C(C)C)C1=C(N=C(S1)N1N=C(C=C1C(=O)OC)C)C1=CC=C(C=C1)C(F)(F)F